3-(4-((4-methoxyphenyl)sulfonyl)-3,4-dihydro-2H-pyrido[4,3-b][1,4]thiazine-8-yl)benzonitrile COC1=CC=C(C=C1)S(=O)(=O)N1C2=C(SCC1)C(=CN=C2)C=2C=C(C#N)C=CC2